(3R,5S,E)-7-(6-cyclopropyl-4-(4-fluorophenyl)-2-methylthieno[2,3-b]pyridin-5-yl)-3,5-dihydroxyhept-6-enoic acid C1(CC1)C1=C(C(=C2C(=N1)SC(=C2)C)C2=CC=C(C=C2)F)/C=C/[C@H](C[C@H](CC(=O)O)O)O